[N+](=O)([O-])C1=CC=C2CCCN(C2=C1)C(C)=O (7-nitro-3,4-dihydro-quinolin-1(2H)-yl)ethan-1-one